C(C)P(=O)(CC)C1=CC=C(C=C1)C=1C(=NC=CC1)OC1=CC=C(C=C1)C(F)(F)F 3-(4-diethylphosphorylphenyl)-2-[4-(trifluoromethyl)phenoxy]pyridine